ClC1=C(C=CC=C1)S(=O)(=O)NC1=C(C=C(C=C1)C1=NC=2C=NC(=NC2N(C1=O)C(C)C)N[C@@H]1CNC[C@H](C1)F)F 2-chloro-N-[2-fluoro-4-[2-[[(3S,5S)-5-fluoro-3-piperidyl]amino]-8-isopropyl-7-oxo-pteridin-6-yl]phenyl]-benzenesulfonamide